C(C)(C)(C)OC(=O)[C@]1(C[C@H](NCC1)C)CC1=NC(=CC(=C1F)C)NC1=NN(C(=C1)C)C(C)(C)C (2R,4R)-4-((6-((1-(tert-butyl)-5-methyl-1H-pyrazol-3-yl)amino)-3-fluoro-4-methylpyridin-2-yl)methyl)-2-methylpiperidine-4-carboxylic acid tert-butyl ester